3-Methyl-2-{5-methyl-9-[(3R)-1-methylpiperidin-3-yl]-6,7,8,9-tetrahydro-5H-pyridazino[3,4-b][1,4]diazepin-3-yl}-5-(trifluoromethyl)phenol CC=1C(=C(C=C(C1)C(F)(F)F)O)C1=CC2=C(N(CCCN2C)[C@H]2CN(CCC2)C)N=N1